COC1=CC=C(CN2N=C(C(=C2C)C2=CC=CC=C2)C)C=C1 4-(1-(4-methoxybenzyl)-3,5-dimethyl-1H-pyrazol-4-yl)benzene